C(#N)CCN(C(=O)C1=CC2=C(C=N1)CN(C2)C2=NOC(C2)(C(F)(F)F)C2=CC(=C(C(=C2)Cl)F)Cl)C N-(2-cyanoethyl)-2-(5-(3,5-dichloro-4-fluorophenyl)-5-(trifluoromethyl)-4,5-dihydroisoxazol-3-yl)-N-methyl-2,3-dihydro-1H-pyrrolo[3,4-c]pyridine-6-carboxamide